C(C1=CC=CC=C1)OC(=O)N1CCC(CC1)CN1C(CN(CC1)C(=O)OC(C)(C)C)=O tert-butyl 4-((1-((benzyloxy)carbonyl)piperidin-4-yl)methyl)-3-oxopiperazine-1-carboxylate